S1C(=NC2=C1C=CC=C2)NC2=C(C(=C(N=N2)NC=2C(=NC=CC2)C(=O)O)C)C ({6-[(1,3-benzothiazol-2-yl)amino]-4,5-dimethylpyridazin-3-yl}amino)pyridine-2-carboxylic acid